bis(bromoacetyl)-1,3-propanediamine BrCC(=O)C(CN)(CN)C(CBr)=O